(1R,5S,8r)-3,5-bis(trifluoromethyl)benzyl 8-((1H-benzo[d][1,2,3]triazole-5-carboxamido)methyl)-3-azabicyclo[3.2.1]octane-3-carboxylate N1N=NC2=C1C=CC(=C2)C(=O)NCC2[C@@H]1CN(C[C@H]2CC1)C(=O)OCC1=CC(=CC(=C1)C(F)(F)F)C(F)(F)F